FC1(C=2N(CCC1)N=C(C2C=C)N)F 4,4-difluoro-3-vinyl-6,7-dihydro-5H-pyrazolo[1,5-a]pyridin-2-amine